2-methoxy-3-(oxazol-4-yl)aniline COC1=C(N)C=CC=C1C=1N=COC1